C(C)(C)(C)C=1C=C(N(N1)C1=CC=C(C=C1)C)NC(NC=1SC(=CN1)CCC1=CC(=NC=C1)NC(CO)=O)=O N-[4-(2-{2-[3-(5-tert-Butyl-2-p-tolyl-2H-pyrazol-3-yl)-ureido]-thiazol-5-yl}-ethyl)-pyridin-2-yl]-2-hydroxy-acetamide